IC1=CC(=C(C(=O)N2C(N=C(C=C2)C)OCCC(F)(F)F)C=C1)N1CCC2(CC2)CC1 N'-(4-iodo-2-(6-azaspiro[2.5]octane-6-yl)benzoyl)-6-methyl-2-(3,3,3-trifluoropropoxy)pyrimidine